(R)-(3-amino-5-(trifluoromethyl)phenyl)(3-(dimethylamino)pyrrolidin-1-yl)methanone NC=1C=C(C=C(C1)C(F)(F)F)C(=O)N1C[C@@H](CC1)N(C)C